3-Amino-5-methyl-2,3-dihydropyrido[3,2-b][1,4]oxazepine NC1CN(C2=C(OC1)C=CC=N2)C